[Cl].CN1C(C(CCC1=O)N1C(C2=CC=CC(=C2C1)NC(C)=O)=O)=O N-(2-(1-methyl-2,6-dioxopiperidin-3-yl)-1-oxoisoindolin-4-yl)acetamide chlorine